C(CCCCCCCCC\C=C/CCCC)OC(C)=O acetic acid (Z)-11-hexadecen-1-ylester